ClC1=C(C=C(C=C1)F)N=C(N)C1=C(C=2N(N=C1)C=C(C2)C=2C(=NN(C2)C2OCCCC2)C)N[C@H]2C[C@H](CC2)NC(OC(C)(C)C)=O tert-butyl [cis-3-[[3-[N'-(2-chloro-5-fluorophenyl)carbamimidoyl]-6-[3-methyl-1-(tetrahydro-2H-pyran-2-yl)-1H-pyrazol-4-yl]pyrrolo[1,2-b]pyridazin-4-yl]amino]cyclopentyl]carbamate